C12(CC3CC(CC(C1)C3)C2)NC(COC2=NC(=NC(=C2)OC2=CC=C(C=C2)F)S(=O)(=O)C)=O N-(adamantan-1-yl)-2-((6-(4-fluorophenoxy)-2-(methylsulfonyl)pyrimidin-4-yl)oxy)acetamide